CN1CCN(CC1)C=1C=CC(=NC1)NC=1C=CC(=C2CNC(C12)=O)C1=CC(=NC=C1)N1CCC2(CCCO2)CC1 7-[[5-(4-methylpiperazin-1-yl)-2-pyridyl]amino]-4-[2-(1-oxa-8-azaspiro[4.5]decan-8-yl)-4-pyridyl]isoindolin-1-one